ethylene glycol monobutyl ether sodium phosphate P(=O)([O-])([O-])[O-].[Na+].C(CCC)OCCO.[Na+].[Na+]